C(CCCCCCCCCCCCCCCCCCCCC)(=O)N[C@@H](CC1=CC=CC=C1)C(=O)O N-behenoyl-phenylalanine